NC1=C(C=C(C2=CC=CC=C12)S(=O)(=O)O)N=NC=1C=NC(=CC1)C1=C(C=CC=C1)OC 4-amino-3-[6-(2-methoxyphenyl)pyridine-3-ylazo]naphthalene-1-sulfonic acid